2-(trifluoromethyl)hex-5-enoic acid FC(C(C(=O)O)CCC=C)(F)F